trans-epoxysuccinyl-L-leucylamido-(4-guanidino)butane CC(C)C[C@@H](C(=O)NCCCCN=C(N)N)NC(=O)[C@@H]1[C@H](O1)C(=O)O